C(CCCCCCCCCCCCCCC)(=O)O.OCC(O)CO monoglycerin monopalmitate